(1S,2R,5R)-3-((6-(cyclohexyloxy)pyridin-3-yl)sulfonyl)-8-((2-methoxyethoxy)carbonyl)-3,8-diazabicyclo[3.2.1]octane C1(CCCCC1)OC1=CC=C(C=N1)S(=O)(=O)N1C[C@@H]2CC[C@H](C1)N2C(=O)OCCOC